2-morpholinyl-ethanesulfonic acid monohydrate O.N1(CCOCC1)CCS(=O)(=O)O